ClC1=CC=C2C(=CC(=NC2=C1)N1CCN(CC1)C(=O)OC(C)(C)C)N1C=NC=C1 tert-butyl 4-(7-chloro-4-(1H-imidazol-1-yl)quinolin-2-yl)piperazine-1-carboxylate